1-(tert-butoxycarbonyl)-1-azaspiro[5.5]undecane-3-carboxylic acid C(C)(C)(C)OC(=O)N1CC(CCC12CCCCC2)C(=O)O